3-(benzylsulfanyl)-5-chloro-2-(trifluoromethyl)pyridine C(C1=CC=CC=C1)SC=1C(=NC=C(C1)Cl)C(F)(F)F